8-bromo-4-phenyl-5,6-dihydro-4H-imidazo[4,5,1-ij]quinolin-2(1H)-one BrC=1C=C2CCC(N3C2=C(C1)NC3=O)C3=CC=CC=C3